NC(CC(=O)O)C1=C(C=CC=C1)Cl β-amino-3-(2-chlorophenyl)-propionic acid